2-Chloro-6-fluoro-4-(4-methylpyridin-3-yl)phenol ClC1=C(C(=CC(=C1)C=1C=NC=CC1C)F)O